sulfo-aminocarboxylate S(=O)(=O)(O)NC(=O)[O-]